COC(=O)C=1SC(=CC1NC(C1=C(C=C(C=C1)C(F)(F)F)S(=O)(=O)CC)=O)C(C(F)(F)F)(F)F N-[2-methoxycarbonyl-5-(pentafluoroethyl)thiophen-3-yl]-2-(ethylsulfonyl)-4-(trifluoromethyl)benzamide